bismuth(III) oxychloride salt O(Cl)Cl.[Bi+3]